C[Si](O[Si](O[Si](C1=CC=CC=C1)(C1=CC=CC=C1)C)(C1=CC=CC=C1)C)(C1=CC=CC=C1)C1=CC=CC=C1 1,3,5-Trimethyl-1,1,3,5,5-pentaphenyltrisiloxan